ClC=1C(=C(C=CC1)[C@@H]1NCCC1)C1CC1 |r| racemic-2-(3-chloro-2-cyclopropylphenyl)pyrrolidine